N-isopropyl-3,7,11-trimethyldodeca-2,6,10-trien-1-imine oxide C(C)(C)[N+](=CC=C(CCC=C(CCC=C(C)C)C)C)[O-]